2-(1-pyrrolidinyl)ethanethiol N1(CCCC1)CCS